tert-Butyl (6-chloro-1H-indol-3-yl)carbamate ClC1=CC=C2C(=CNC2=C1)NC(OC(C)(C)C)=O